2,5-bis(p-toluenesulfonyloxy)hex-3-ene CC1=CC=C(C=C1)S(=O)(=O)OC(C)C=CC(C)OS(=O)(=O)C1=CC=C(C)C=C1